[2-(trimethylsilyl)ethoxy]methyl-1H-pyrazole C[Si](CCOCN1N=CC=C1)(C)C